C1(CCCC1)OC1=C(C=CC(=C1)F)CN (2-(cyclopentyloxy)-4-fluorophenyl)methylamine